NC=1C(=C(C=C2C=C(N=CC12)NC1=NN2CC=3N(CCC2=C1)C=CN3)C=3C(=C1C(=NC3)CC(N1)=O)C)F 6-(8-amino-3-((5,6-dihydro-11H-imidazo[1,2-a]pyrazolo[1,5-d][1,4]diazepin-8-yl)amino)-7-fluoroisoquinolin-6-yl)-7-methyl-1,3-dihydro-2H-pyrrolo[3,2-b]pyridin-2-one